C1(CC1)N1N=CC(=C1)C=1C(=CC(=NC1)C1(NC(=NC(=C1)N)C(F)F)N)OC 4-(5-(1-cyclopropyl-1H-pyrazol-4-yl)-4-methoxypyridin-2-yl)-2-(difluoromethyl)pyrimidine-4,6-diamine